N1N=CC2=CC=C(C=C12)C=1OC2=C(C=C(C=C2C(C1)=O)C)C(C)NC1=C(C(=O)OC(C)(C)C)C=CC=C1 tert-Butyl 2-[1-[2-(1H-indazol-6-yl)-6-methyl-4-oxo-chromen-8-yl]ethylamino]benzoate